ethyl 3-(3,5-dichlorophenyl)-8-(prop-1-en-2-yl)imidazo[1,2-b]pyridazine-7-carboxylate ClC=1C=C(C=C(C1)Cl)C1=CN=C2N1N=CC(=C2C(=C)C)C(=O)OCC